FC=1C=C(C(=O)NCC=2N=NN3N=CC=C(C32)C)C=CC1OC(F)(F)F 3-fluoro-N-((4-methyl[1,2,3]triazolo[1,5-b]pyridazin-3-yl)methyl)-4-(trifluoromethoxy)benzamide